methyl 5-amino-7-(2-(4-(2-fluoro-5-(oxazol-2-yl)phenyl)-1,4-diazepan-1-yl)ethyl)-9-methyl-2-(pyridin-2-yl)-7H-pyrrolo[3,2-e][1,2,4]triazolo[1,5-c]pyrimidine-8-carboxylate NC1=NC2=C(C=3N1N=C(N3)C3=NC=CC=C3)C(=C(N2CCN2CCN(CCC2)C2=C(C=CC(=C2)C=2OC=CN2)F)C(=O)OC)C